FC1=C(C=C(C=C1)F)C(=O)N1CCC2(C(N3C(S2)CCC3C3=CC=CC=C3)=O)CC1 1-(2,5-difluorobenzene-1-carbonyl)-5'-phenyltetrahydro-3'H-spiro[piperidine-4,2'-pyrrolo[2,1-b][1,3]thiazol]-3'-one